Butyl-3-(1-hydroxypent-4-en-1-yl)-2-vinyl-6,7-dihydropyrazolo[1,5-a]pyrazine C(CCC)C=1C=2N(CCN1)N=C(C2C(CCC=C)O)C=C